methyl (S)-2-(5-oxopyrrolidin-2-yl)acetate O=C1CC[C@H](N1)CC(=O)OC